(S)-2-((2-((2-fluoro-4-(oxetan-3-yl)benzyl)oxy)-5,8,10,11-tetrahydroOxepino[4,3-b:6,5-c']dipyridin-9(7H)-yl)methyl)-1-(oxetan-2-ylmethyl)-1H-Benzo[d]imidazole-6-carboxylic acid FC1=C(COC2=CC=C3C(=N2)C2=C(CN(CC2)CC2=NC4=C(N2C[C@H]2OCC2)C=C(C=C4)C(=O)O)COC3)C=CC(=C1)C1COC1